ClC=1C=C2C(=NC1)C=CN2C[C@@H]2CC[C@H](CC2)C(=O)O trans-4-[(6-chloropyrrolo[3,2-b]pyridin-1-yl)methyl]cyclohexanecarboxylic acid